C(C)N(S(=O)(=O)C1=CC=C(C=C1)S(=O)(=O)N1C[C@@H](CCC1)C(=O)N1C[C@H](N(CC1)C(=O)OC(C)(C)C)C)CC tert-Butyl (R)-4-((R)-1-((4-(N,N-diethylsulfamoyl)phenyl)sulfonyl)piperidine-3-carbonyl)-2-methylpiperazine-1-carboxylate